6-chloro-3-(3-((6-fluoronaphthalen-1-yl)oxy)propyl)-7-(1,3,5-trimethyl-1H-pyrazol-4-yl)-1H-indole-2-carboxylate ClC1=CC=C2C(=C(NC2=C1C=1C(=NN(C1C)C)C)C(=O)[O-])CCCOC1=CC=CC2=CC(=CC=C12)F